C(C)(C)OC1=CC=2N(C=C1C(=O)OCC)C=C(N2)C21CC(C2)(C1)OC ethyl 7-isopropoxy-2-(3-methoxy-1-bicyclo[1.1.1]pentanyl)imidazo[1,2-a]pyridine-6-carboxylate